methyl (E)-3-(4-{[(1-(4-(4-cyano-3-fluorophenyl)-3-(cyanomethyl)-5-(3-hydroxy-4-methoxyphenyl)pyridin-2-yl)piperidin-4-yl)amino]methyl}phenyl)prop-2-enoate C(#N)C1=C(C=C(C=C1)C1=C(C(=NC=C1C1=CC(=C(C=C1)OC)O)N1CCC(CC1)NCC1=CC=C(C=C1)/C=C/C(=O)OC)CC#N)F